OC=1C=CC=2[C@H]3CC[C@@]4(C(CC[C@H]4[C@@H]3CCC2C1O)=O)C (8R,9S,13S,14S)-3,4-dihydroxy-13-methyl-7,8,9,11,12,14,15,16-octahydro-6H-cyclopenta[a]phenanthren-17-one